NC1=NC(=C(C=C1C=1C=C2CCNC(C2=CC1)=O)C1=CC=C(C=C1)OC1CCN(CC1)S(=O)(=O)C)F 6-(2-amino-6-fluoro-5-(4-((1-(methylsulfonyl)piperidin-4-yl)oxy)phenyl)pyridin-3-yl)-3,4-dihydroisoquinolin-1(2H)-one